3-Chloro-4-cyclopropylpyridin-2-amine ClC=1C(=NC=CC1C1CC1)N